3-(2-aminobenzyl)-N,1-dimethyl-N-phenyl-1H-indol-5-carboxamide NC1=C(CC2=CN(C3=CC=C(C=C23)C(=O)N(C2=CC=CC=C2)C)C)C=CC=C1